C(#N)N1[C@H]2[C@@H](C[C@@H]1CC2)NC(C2=C(C=C(C=C2)C=2C=CC=1N(C2)C=NC1)C(F)(F)F)=O N-((1R,2R,4S)-7-cyano-7-azabicyclo[2.2.1]heptan-2-yl)-4-(imidazo[1,5-a]pyridin-6-yl)-2-(trifluoromethyl)benzamide